9-bromo-7-(hydroxymethyl)-3,4-dihydrobenzo[f][1,4]oxazepin-5(2H)-one BrC1=CC(=CC=2C(NCCOC21)=O)CO